BrC=1C=C2C(=C(N(C(C2=CC1)=O)C1CCCC1)C(=O)O)C1=CC=CC=C1 6-bromo-2-cyclopentyl-1-oxo-4-phenyl-1,2-dihydroisoquinoline-3-carboxylic acid